FC=1C(=CC=2C3=C(NC2C1)C=CC=N3)OC 7-fluoro-8-methoxy-5H-pyrido[3,2-b]indol